CC(C)O 1-methyl-ethanol